COC(=O)[C@@H]1CC[C@H](CC1)C(C1=NC(=NC(=C1)C)SC)(F)F trans-4-[difluoro-(6-methyl-2-methylsulfanyl-pyrimidin-4-yl)methyl]cyclohexanecarboxylic acid methyl ester